3-(3-(ethylamino)cyclohexyl)urea C(C)NC1CC(CCC1)NC(N)=O